BrCC1=C(C=C(C(=C1)OC)CBr)OCCCC 1,4-bis(bromomethyl)-2-butoxy-5-methoxybenzene